ClC1=CC=C(C(=N1)C=1C=CC(=NC1)C(=O)NC)NC(C)C=1C=2C3=C(N(C(C2C=C(C1)C)=O)CC(F)F)N(N=C3)CCO 5-[6-Chloro-3-[1-[4-(2,2-difluoroethyl)-3-(2-hydroxyethyl)-7-methyl-5-oxo-pyrazolo[3,4-c]isoquinolin-9-yl]ethylamino]-2-pyridyl]-N-methyl-pyridine-2-carboxamide